FC1=C(C=CC=C1F)C1(C(N(CC1C1=NN(C(=C1)C(F)(F)F)C)C)=O)C(=O)N (2,3-difluorophenyl)-1-methyl-4-[1-methyl-5-(trifluoromethyl)pyrazol-3-yl]-2-oxo-pyrrolidine-3-carboxamide